N-(3-BROMO-5-METHOXYPHENYL)-4-(2-OXOPIPERIDIN-1-YL)BENZAMIDE BrC=1C=C(C=C(C1)OC)NC(C1=CC=C(C=C1)N1C(CCCC1)=O)=O